Cl.COC(C(CN1N=CC(=C1)C)N)=O 2-amino-3-(4-methyl-1H-pyrazol-1-yl)propionic acid methyl ester hydrochloride